(S)-3-chloro-4-((1-(2-fluorophenyl)ethyl)amino)-N-(thiazol-2-yl)benzenesulfonamide ethyl-4-bromo-1-(2-ethoxy-2-oxoethyl)-2-formyl-1H-pyrrole-3-carboxylate C(C)OC(=O)C1=C(N(C=C1Br)CC(=O)OCC)C=O.ClC=1C=C(C=CC1N[C@@H](C)C1=C(C=CC=C1)F)S(=O)(=O)NC=1SC=CN1